methyl-1-(2-chlorophenyl)-5-phenylpyrazole CC1=NN(C(=C1)C1=CC=CC=C1)C1=C(C=CC=C1)Cl